COC1=CC=CC(=C1)N1N=CC=C1 2-methoxy-4-(1H-pyrazol-1-yl)benzene